(S)-pyridin-3-ylmethyl 1-(4-fluorophenyl)-3,4-dihydroisoquinoline-2(1H)-carboxylate FC1=CC=C(C=C1)[C@@H]1N(CCC2=CC=CC=C12)C(=O)OCC=1C=NC=CC1